N1=NC=C2N1C=CC(=C2)C=2C(=C1CCCC1=CC2)NC(=O)NS(=O)(=O)C2=NN1C([C@@H](OCC1)C1CC1)=C2 (S)-N-((5-([1,2,3]triazolo[1,5-a]pyridin-5-yl)-2,3-dihydro-1H-inden-4-yl)carbamoyl)-4-cyclopropyl-6,7-dihydro-4H-pyrazolo[5,1-c][1,4]oxazine-2-sulfonamide